2-hydroxy-N,N,N-trimethylethylammonium hydrochloride Cl.OCC[N+](C)(C)C